seleno-fructose OCC(=[Se])[C@@H](O)[C@H](O)[C@H](O)CO